3-(tertButyl)-1,2,4-oxadiazole-5-carboxamide C(C)(C)(C)C1=NOC(=N1)C(=O)N